S(C)(=O)(=O)O.BrC1=CC(=C(C=C1)NC=1C=C(C=C(C1)N)C1=C(C=C(C=C1)F)F)[N+](=O)[O-] N3-(4-bromo-2-nitrophenyl)-2',4'-difluoro-[1,1'-biphenyl]-3,5-diamine mesylate salt